3-(3H-[1,2,3]Triazolo[4,5-b]pyridin-5-yl)-N-(4-((benzyloxy)methyl)-2-fluorophenyl)benzamide N1=NNC2=NC(=CC=C21)C=2C=C(C(=O)NC1=C(C=C(C=C1)COCC1=CC=CC=C1)F)C=CC2